N1N=C(C=C1)C1=NN=C(O1)C=1C=C(C=CC1)NC(C1=C(C=CC=C1)F)=O N-(3-(5-(1H-pyrazol-3-yl)-1,3,4-oxadiazol-2-yl)phenyl)-2-fluorobenzamide